C(C1=CC=CC=C1)OC=1C=2N(C=C(C1)Cl)N=C(C2)C(C)O 1-(4-(benzyloxy)-6-chloropyrazolo[1,5-a]pyridin-2-yl)ethanol